C(CC)N1C(NC2=CC(=CC=C2C1=O)C=1C=C(C(=O)NC=2C(=NC=CC2)C(=O)NC)C=CC1)=O (3-(3-propyl-2,4-dioxo-1,2,3,4-tetrahydroquinazolin-7-yl)benzamido)-N-methylpicolinamide